ClC=1C(=C(C(=O)O)C(=CC1)NC=C[N+](=O)[O-])F (E) and (Z)-3-chloro-2-fluoro-6-(2-nitrovinylamino)benzoic acid